(6-cyclopropyl-8-(4-methylpiperazin-1-yl)imidazo[1,2-a]pyridin-2-yl)methanol C1(CC1)C=1C=C(C=2N(C1)C=C(N2)CO)N2CCN(CC2)C